6-bromo-5-hydroxy-3-methylbenzo[d]Oxazol-2(3H)-one BrC1=CC2=C(N(C(O2)=O)C)C=C1O